2-(4-(3-methyl-2,4-dioxotetrahydropyrimidin-1(2H)-yl)phenoxy)acetic acid CN1C(N(CCC1=O)C1=CC=C(OCC(=O)O)C=C1)=O